[Co]=O.[Li].[Mn] manganese-lithium cobalt oxide